7-bromo-2-ethynyl-3-(2,2,2-trifluoroethyl)pyrazolo[1,5-a]pyridine BrC1=CC=CC=2N1N=C(C2CC(F)(F)F)C#C